1-bromo-2-methoxy-4,7-dimethyl-6(5H)-phenanthridinone BrC1=C(C=C(C=2NC(C3=C(C=CC=C3C12)C)=O)C)OC